1-(3-fluoro-4-((1S,2S)-6-hydroxy-2-phenyl-1,2,3,4-tetrahydronaphthalen-1-yl)phenyl)piperidine-4-carbaldehyde FC=1C=C(C=CC1[C@H]1[C@H](CCC2=CC(=CC=C12)O)C1=CC=CC=C1)N1CCC(CC1)C=O